C1(=C(C=CC=C1)P)C o-tolylphosphin